(S)-2-((3R,5R)-3,5-dimethylpiperazin-1-yl)-N-(3-(5-fluoro-2-((2-fluoro-3-(methylsulfonyl)phenyl)amino)pyrimidin-4-yl)-1H-indol-7-yl)butanamide C[C@@H]1CN(C[C@H](N1)C)[C@H](C(=O)NC=1C=CC=C2C(=CNC12)C1=NC(=NC=C1F)NC1=C(C(=CC=C1)S(=O)(=O)C)F)CC